C(C)[C@]1(C(OCC=2C(N3CC=4C(=NC=5C=C6C(=CC5C4CN4CCOCC4)OCO6)C3=CC21)=O)=O)O (S)-7-ethyl-7-hydroxy-14-(morpholinomethyl)-10,13-dihydro-11H-[1,3]dioxolo[4,5-g]pyrano[3',4':6,7]indolizino[1,2-b]quinoline-8,11(7H)-dione